COC1=CC(=C2C=CC3=C(C=C(C4=C3C2=C1C=C4)S(=O)(=O)[O-])S(=O)(=O)[O-])S(=O)(=O)[O-] The molecule is the arenesulfonate oxoanion that is 8-methoxypyrene-1,3,6-trisulfonic acid deprotonated at each of the three sulfonic acid substituents. It is a conjugate base of an 8-methoxypyrene-1,3,6-trisulfonic acid.